2-(4-(2-(1-benzyl-5-methyl-6-oxo-1,6-dihydropyridin-3-yl)-3-isopropyl-1H-indol-5-yl)piperidin-1-yl)-N,N-dimethylacetamide C(C1=CC=CC=C1)N1C=C(C=C(C1=O)C)C=1NC2=CC=C(C=C2C1C(C)C)C1CCN(CC1)CC(=O)N(C)C